3-amino-N-{2-[4-amino-3-(difluoromethyl)-3-methylpyrrolidin-1-yl]-5,6,7,8-tetrahydroquinolin-6-yl}-6-methylthieno[2,3-b]pyridine-2-carboxamide NC1=C(SC2=NC(=CC=C21)C)C(=O)NC2CC=1C=CC(=NC1CC2)N2CC(C(C2)N)(C)C(F)F